C(C#C)C(COCCOCCOCCO)O Propargyl-Tetraethylene Glycol